1-(3,3-Dimethyl-6-phenoxy-2,3-dihydro-pyrrolo[3,2-c]pyridin-1-yl)-2-((2R,5R)-2-methoxymethyl-5-methyl-piperazin-1-yl)-ethanone hydrochloride salt Cl.CC1(CN(C2=C1C=NC(=C2)OC2=CC=CC=C2)C(CN2[C@H](CN[C@@H](C2)C)COC)=O)C